5-(3-(N-(carboxymethyl)naphthalene-2-sulfonamido)phenyl)-1-ethyl-1H-pyrrole-2-carboxylic acid C(=O)(O)CN(S(=O)(=O)C1=CC2=CC=CC=C2C=C1)C=1C=C(C=CC1)C1=CC=C(N1CC)C(=O)O